C1(=CC=CC=C1)C1CCNC1 4-phenylpyrrolidine